O[C@H]1CC(N([C@@H]1C)CC1=CC=C(C=C1)OC1=CC=C(C=C1)C)=O (4S,5R)-4-hydroxy-5-methyl-1-{[4-(4-methylphenoxy)phenyl]methyl}pyrrolidin-2-one